(2R)-N-(2-{1-[(2-fluorophenyl)methyl]piperidin-4-yl}ethyl)-2-methyl-4-[5-(trifluoromethyl)pyrimidin-2-yl]piperazine-1-carboxamide FC1=C(C=CC=C1)CN1CCC(CC1)CCNC(=O)N1[C@@H](CN(CC1)C1=NC=C(C=N1)C(F)(F)F)C